CC1=C(C=C(C=C1)C=1C(=NC(=CC1)S(=O)(=O)N1CCNCC1)C(F)(F)F)N(C=1SC=C(N1)C1=NC(=CC(=N1)N)N)CCC 2-(2-((2-Methyl-5-(6-(piperazin-1-ylsulfonyl)-2-(trifluoromethyl)pyridin-3-yl)phenyl)(propyl)amino)thiazol-4-yl)pyrimidine-4,6-diamine